C1=C(C=CC2=CC=CC=C12)C1=NC2=CC=CC=C2N=C1 2-(naphthalene-2-yl)quinoxaline